C(C)(C)(C)OC(N=C1NCC(OCCCCCCCCCC(N1)=O)=O)=O 2,7-dioxo-1-oxa-4,6-diazacyclohexadec-5-ylidenecarbamic acid tert-butyl ester